4-chloro-2-fluoronitrobenzene C1=CC(=C(C=C1Cl)F)[N+](=O)[O-]